O1C=CC=2C1=CN=C(C2)C=O furo[2,3-c]pyridine-5-carbaldehyde